(R)-1-(2-hydroxypropyl)-5-nitro-1H-benzo[d]imidazol-2(3H)-one O[C@@H](CN1C(NC2=C1C=CC(=C2)[N+](=O)[O-])=O)C